I[Si](N([Si](I)(I)I)CC)(I)I 1,1,1,3,3,3-hexaiodo-2-ethyldisilazane